3-(4-(5-chloro-1-(1-cyclopropyl-1H-pyrazol-4-yl)-1H-indazol-6-yl)piperazin-1-yl)tetrahydrofuran-3-carbonitrile ClC=1C=C2C=NN(C2=CC1N1CCN(CC1)C1(COCC1)C#N)C=1C=NN(C1)C1CC1